4-((((2-(2,6-dioxopiperidin-3-yl)-6-fluoro-1,3-dioxoisoindolin-5-yl)methyl)amino)methyl)-N-(4-methyl-3-((4-(pyridin-3-yl)pyrimidin-2-yl)amino)phenyl)benzamide O=C1NC(CCC1N1C(C2=CC(=C(C=C2C1=O)CNCC1=CC=C(C(=O)NC2=CC(=C(C=C2)C)NC2=NC=CC(=N2)C=2C=NC=CC2)C=C1)F)=O)=O